tert-butyl (2S,4R)-4-hydroxy-2-[5-[[2-(trifluoromethyl)phenyl]methyl]-1H-imidazol-2-yl]pyrrolidine-1-carboxylate O[C@@H]1C[C@H](N(C1)C(=O)OC(C)(C)C)C=1NC(=CN1)CC1=C(C=CC=C1)C(F)(F)F